(R)-3-chloro-5-fluoro-N-(6-(2-oxo-2-(4-(trifluoromethyl)phenyl)ethyl)-6-azaspiro[2.5]oct-1-yl)benzamide ClC=1C=C(C(=O)N[C@@H]2CC23CCN(CC3)CC(C3=CC=C(C=C3)C(F)(F)F)=O)C=C(C1)F